C(C=C)(=O)N1[C@H](CN(CC1)C=1C2=C(N=C(N1)OC[C@H]1N(CC[C@@H]1O)C)CN(CC2)C2=CC=CC1=CC=CC=C21)CC#N 2-((S)-1-acryloyl-4-(2-(((2R,3S)-3-hydroxy-1-methylpyrrolidin-2-yl)methoxy)-7-(naphthalen-1-yl)-5,6,7,8-tetrahydropyrido[3,4-d]pyrimidin-4-yl)piperazin-2-yl)acetonitrile